C(C)N(C=1C=CC=2C(C3=CC=C(C=C3OC2C1)N(CC)CC)=C)CC N3,N3,N6,N6-tetraethyl-9-methylene-9H-xanthene-3,6-diamine